4-((1R,4R)-4-(1-(((R)-1-(3-cyano-2-methylphenyl)ethyl)amino)-4-methylpyrido[3,4-d]pyridazin-7-yl)cyclohexane-1-carbonyl)piperazine-1-carboxylic acid tert-butyl ester C(C)(C)(C)OC(=O)N1CCN(CC1)C(=O)C1CCC(CC1)C1=CC=2C(=C(N=NC2N[C@H](C)C2=C(C(=CC=C2)C#N)C)C)C=N1